(R)-1-(3,4-dichlorophenyl)-6-(5-(3,5-dimethylisoxazol-4-yl)-1-((R)-1-(methylsulfonyl)pyrrolidin-3-yl)-1H-benzo[d]imidazol-2-yl)piperidin-2-one ClC=1C=C(C=CC1Cl)N1C(CCC[C@@H]1C1=NC2=C(N1[C@H]1CN(CC1)S(=O)(=O)C)C=CC(=C2)C=2C(=NOC2C)C)=O